(2S,4R)-1-((S)-2-amino-3,3-dimethylbutanoyl)-4-hydroxy-N-(4-(4-methyl-thiazol-5-yl)benzyl)pyrrolidine-2-carboxamide hydrochloride Cl.N[C@H](C(=O)N1[C@@H](C[C@H](C1)O)C(=O)NCC1=CC=C(C=C1)C1=C(N=CS1)C)C(C)(C)C